CC1N(C(CC1)C)BCl (2,5-dimethyl-pyrrolidinyl)chloroborane